COC1=CC=C(C=C1)CN1C(NCCC1=O)=O 3-[(4-methoxyphenyl)methyl]Hexahydro-pyrimidine-2,4-dione